2-((3-(2,6-Dioxopiperidin-3-yl)-1-methyl-1H-indazol-6-yl)oxy)-N-((R)-1-(5-methylfuran-2-yl)propyl)acetamide nickel-sodium iminodiacetate N(CC(=O)[O-])CC(=O)[O-].[Na+].[Ni+2].O=C1NC(CCC1C1=NN(C2=CC(=CC=C12)OCC(=O)N[C@H](CC)C=1OC(=CC1)C)C)=O